P(=O)(OCC(OC(=O)C=C)OC(=O)C=C)([O-])[O-] bis(vinylcarbonyloxy)ethyl phosphate